6-chloro-9-butyl-purine ClC1=C2N=CN(C2=NC=N1)CCCC